(2S,4R)-1-((S)-2-amino-3,3-Dimethylbutyryl)-4-hydroxy-N-(naphthalen-2-ylmethyl)pyrrolidine-2-carboxamide N[C@H](C(=O)N1[C@@H](C[C@H](C1)O)C(=O)NCC1=CC2=CC=CC=C2C=C1)C(C)(C)C